N-phenylpropane-1,3-diamine C1(=CC=CC=C1)NCCCN